FC(COC(C(=C)F)=O)(C(F)(F)F)F.C(CCC)[Sn]([C@H]1O[C@H]([C@@H]([C@H]([C@@H]1OCC1=CC=CC=C1)OCC1=CC=CC=C1)OCC1=CC=CC=C1)OC)(CCCC)CCCC tributyl-((2R,3S,4R,5R,6R)-3,4,5-tris(benzyloxy)-6-methoxytetrahydro-2H-pyran-2-yl)stannane pentafluoropropyl-α-fluoroacrylate